germanium(II) chloride [Ge](Cl)Cl